bromo-8'-chloro-2-fluoro-2'H-spiro[cyclohexane-1,3'-imidazo[1,5-a]pyridine]-1',5'-dione BrN1C2(N3C(=C(C=CC3=O)Cl)C1=O)C(CCCC2)F